4-oxo-5-((2-(4-(N-phenylpropionamido)piperidin-1-yl)ethyl)amino)pentanoic acid O=C(CCC(=O)O)CNCCN1CCC(CC1)N(C(CC)=O)C1=CC=CC=C1